4-(3-(benzyl-oxy)cyclobutoxy)-2-chloro-6-(furan-3-yl)pyridine C(C1=CC=CC=C1)OC1CC(C1)OC1=CC(=NC(=C1)C1=COC=C1)Cl